Trifluoropyridylamine FC=1C(=C(C(=NC1)N)F)F